3-methyl-4-(4-((4-((8-((tetrahydro-2H-pyran-2-yl)oxy)octyl)oxy)benzoyl)oxy)cyclohexyl)phenyl 4'-pentyl-[1,1'-bi(cyclohexane)]-4-carboxylate C(CCCC)C1CCC(CC1)C1CCC(CC1)C(=O)OC1=CC(=C(C=C1)C1CCC(CC1)OC(C1=CC=C(C=C1)OCCCCCCCCOC1OCCCC1)=O)C